(R)-(8-methyl-3-(3-methyl-1,2,4-thiadiazol-5-yl)-5,6-dihydro-[1,2,4]triazolo[4,3-a]pyrazin-7(8H)-yl)(2,3,4,5-tetrafluorophenyl)methanone C[C@@H]1C=2N(CCN1C(=O)C1=C(C(=C(C(=C1)F)F)F)F)C(=NN2)C2=NC(=NS2)C